ClC1=NC=C(C=N1)OCC1=C(C=CC=C1Cl)Cl 2-chloro-5-[(2,6-dichlorophenyl)methoxy]pyrimidine